3-((4,4-bis((4-butylbenzyl)oxy)butanoyl)oxy)-2-(hydroxymethyl)propyl (9Z,12Z)-octadeca-9,12-dienoate C(CCCCCCC\C=C/C\C=C/CCCCC)(=O)OCC(COC(CCC(OCC1=CC=C(C=C1)CCCC)OCC1=CC=C(C=C1)CCCC)=O)CO